6-chloro-N-[3,6-difluoro-5-(2-methoxyethoxy)pyridin-2-yl]-1H-indole-3-sulfonamide ClC1=CC=C2C(=CNC2=C1)S(=O)(=O)NC1=NC(=C(C=C1F)OCCOC)F